[C@@H]12N(CC[C@@H](CC1)O2)C2=NC(=C(C(=O)NC1=CC(=CC=C1)S(NC(C)(C)C)(=O)=O)C=C2)N2CCC1(CC1)CC2 6-((1S,5R)-8-oxa-2-azabicyclo[3.2.1]octan-2-yl)-N-(3-(N-(tert-butyl)sulfamoyl)phenyl)-2-(6-azaspiro[2.5]octan-6-yl)nicotinamide